M-1-ethyl-pyridine iodide [I-].C(C)C=1C=NC=CC1